C(C)(C)(C)OC(=O)N[C@H](C(=O)N)CC1=CC=C(C=C1)NC(C1=CC=CC=C1)=O (2S)-2-[(tert-butoxycarbonyl)amino]-3-[4-(benzamido)phenyl]Propionamide